tert-Butyl 4-[(3,5-dimethylisoxazol-4-yl)methyl]piperazine-1-carboxylate CC1=NOC(=C1CN1CCN(CC1)C(=O)OC(C)(C)C)C